N-(2-(4-(4-cyclopropylpiperazine-1-yl)piperidine-1-yl)-5-((6-((R)-3-(3,4-difluorophenyl)isoxazolidine-2-yl)pyrimidine-4-yl)amino)-4-methoxyphenyl)acrylamide C1(CC1)N1CCN(CC1)C1CCN(CC1)C1=C(C=C(C(=C1)OC)NC1=NC=NC(=C1)N1OCC[C@@H]1C1=CC(=C(C=C1)F)F)NC(C=C)=O